1-(4-(3,4-dichlorophenyl)-5-(isopropylthio)thiazol-2-yl)-4-(3-fluorophenyl)-3-methyl-1H-pyrazole-5-carboxylic acid ClC=1C=C(C=CC1Cl)C=1N=C(SC1SC(C)C)N1N=C(C(=C1C(=O)O)C1=CC(=CC=C1)F)C